FC(C(=O)N1CCOC2(C1)C=C(C(C(C2)(C)C)=O)C#N)(C2=CC=CC=C2)F 4-[difluoro(phenyl)acetyl]-10,10-dimethyl-9-oxo-1-oxa-4-azaspiro[5.5]undec-7-ene-8-carbonitrile